methyl 2-fluoro-4-(5-methyl-1,3,4-thiadiazol-2-yl)benzoate FC1=C(C(=O)OC)C=CC(=C1)C=1SC(=NN1)C